N-[(2,3-diethoxyphenyl)methyl]-1-[2-(1-piperidyl)-4-pyridyl]methanamin C(C)OC1=C(C=CC=C1OCC)CNCC1=CC(=NC=C1)N1CCCCC1